O=C1COCCN1C1=CC=C(C=C1)C=1CCN(CC1)C(=O)OC(C)(C)C tert-Butyl 4-(4-(3-oxomorpholino)phenyl)-3,6-dihydropyridine-1(2H)-carboxylate